NC1=NC2=C(C=3N1N=C(N3)C=3OC=CC3)C=NN2C(C(=O)NCC2=CC=C(C=C2)OC(F)(F)F)C2=CC=CC=C2 2-(5-amino-2-(furan-2-yl)-7H-pyrazolo[4,3-e][1,2,4]triazolo[1,5-c]pyrimidin-7-yl)-2-phenyl-N-(4-(trifluoromethoxy)benzyl)acetamide